1-Acetyl-3,5-dimethylpyrazole C(C)(=O)N1N=C(C=C1C)C